N1(CCOCC1)C(=O)N morpholine-4-carboxamide